The molecule is an azaphilone that is 5,6,7,8-tetrahydro-1H-isochromene substituted by a hydroxy group at position 6, a methyl group at position 7, an oxo group at position 8, a propyl group at position 3 and a (4-hydroxy-2-methoxy-6-methylbenzoyl)oxy group at position 7. It has been isolated from Penicillium commune. It has a role as a Penicillium metabolite. It is an azaphilone, a member of isochromenes, a benzoate ester, a member of phenols and an aromatic ether. CCCC1=CC2=C(CO1)C(=O)[C@]([C@@H](C2)O)(C)OC(=O)C3=C(C=C(C=C3C)O)OC